N1=CNC(=C1)NC=O N-(3H-imidazol-4-yl)-carboxamide